ClC=1C=C(C=CC1)C1(CN(C1)C=1C=2N(C=CC1)N=C(N2)NC=2C=NN(C2)CC(=O)N2CCC(CC2)N2CCN(CC2)C)CC#N 2-[3-(3-chlorophenyl)-1-[2-[[1-[2-[4-(4-methylpiperazin-1-yl)-1-piperidyl]-2-oxoethyl]pyrazol-4-yl]amino]-[1,2,4]triazolo[1,5-a]pyridin-8-yl]azetidin-3-yl]acetonitrile